benzyl-(S)-1-phenylethyl-amide C(C1=CC=CC=C1)[N-][C@@H](C)C1=CC=CC=C1